(((7-(5-(chlorodifluoromethyl)-1,2,4-oxadiazol-3-yl)imidazo[1,2-a]pyridin-2-yl)methyl)imino)(methyl)(3,3,3-trifluoropropyl)-λ6-sulfanone ClC(C1=NC(=NO1)C1=CC=2N(C=C1)C=C(N2)CN=S(=O)(CCC(F)(F)F)C)(F)F